N1=NN(C2=NC=CC=C21)C2=CC(=C(C(=O)N([C@H]1CNCCC1)C1=NC=CC3=C1C=C(S3)C3=CC(=CC=C3)OC(C(=O)N)(C)C)C=C2)F (R)-4-(3H-[1,2,3]triazolo[4,5-b]pyridin-3-yl)-N-(2-(3-((1-amino-2-methyl-1-oxopropan-2-yl)oxy)phenyl)thieno[3,2-c]pyridin-4-yl)-2-fluoro-N-(piperidin-3-yl)benzamide